FC1=C(C(=CC=C1)F)N1C=C(C(C2=CC(=C(N=C12)N1C[C@H]([C@@H](C1)O)O)F)=O)C(=O)N 1-(2,6-difluorophenyl)-7-[(3R,4R)-3,4-dihydroxypyrrolidin-1-yl]-6-fluoro-4-oxo-1,4-dihydro-1,8-naphthyridine-3-carboxamide